NCC(CC(CC)N)C(F)(F)F 1,4-diamino-2-(trifluoromethyl)hexane